CC(C(C(=[N+]=[N-])P([O-])([O-])=O)=O)C Dimethyl-1-diazo-2-oxopropylphosphonate